BrC=1C=C(C2=C(OC3(CC3)C(N2)=O)C1)F 7-Bromo-5-fluorospiro[benzo[b][1,4]oxazin-2,1'-cyclopropane]-3(4H)-one